BrC1=C(C=C(C=C1)[C@@H](C(=O)OC(C)(C)C)NC([C@H]([C@@H](CC1=CC=CC=C1)NC(=O)OC(C)(C)C)O)=O)OC(F)(F)F (S)-tert-butyl 2-(4-bromo-3-(trifluoromethoxy)phenyl)-2-((2S,3R)-3-((tert-butoxycarbonyl)amino)-2-hydroxy-4-phenylbutanamido)acetate